N-(1-cyanocyclopropyl)benzamide C(#N)C1(CC1)NC(C1=CC=CC=C1)=O